[Si](C)(C)(C(C)(C)C)O[C@@H]1[C@H](C[C@H](C1)N1C=C(C2=C1N=CN=C2NCC2=C(C=C(C=C2)OC)OC)C2=NN(C=C2)C)CO [(1R,2S,4R)-2-[(tert-butyldimethylsilyl)oxy]-4-(4-{[(2,4-dimethoxyphenyl)methyl]amino}-5-(1-methyl-1H-pyrazol-3-yl)-7H-pyrrolo[2,3-d]pyrimidin-7-yl)cyclopentyl]methanol